C(C)NC1=CC=NC2=CC=C(C=C12)C=1C=C(C=CC1)NC(C=C)=O N-{3-[4-(ethylamino)quinolin-6-yl]phenyl}prop-2-enamide